[N+](=O)([O-])C1=C(C(=CC(=C1)[N+](=O)[O-])C(C)CC)O 2,4-dinitro-6-(sec-butyl)phenol